FC1=C(C=C(C(=C1)C(=O)O)F)C1=CC=C(C=C1)NC([C@@H]1N(CCC1)C(NC1=CC=C(C=C1)C(C)C)=O)=O 2,5-difluoro-4'-[(1-{[4-(propan-2-yl)phenyl]carbamoyl}-D-prolyl)amino][1,1'-biphenyl]-4-carboxylic acid